N-(7-(hydroxyamino)-7-oxoheptyl)-4-(3-(quinolin-8-yl)ureido)benzamide ONC(CCCCCCNC(C1=CC=C(C=C1)NC(=O)NC=1C=CC=C2C=CC=NC12)=O)=O